trifluoromethyl-phenylthiourea FC(F)(F)N(C(=S)N)C1=CC=CC=C1